S1C=CN2C1=CC=CC2 5H-[1,3]thiazolo[3,2-a]pyridine